C(N1C2C=3N(C(C4=C(C1=O)C=CC=C4)C2)C2=C(N3)C=CC=C2)([2H])([2H])[2H] 6-(methyl-d3)-6,7-dihydro-7,14-methanobenzo[f]benzo[4,5]imidazo[1,2-a][1,4]diazocin-5(14H)-one